NO[C@@H](COC1N(N(C2=CC=CC=C12)C)[C@@H]1CN(C[C@@H]1O[Si](C)(C)C(C)(C)C)C(=O)OC(C)(C)C)C(=O)OC(C)(C)C ((S)-2-(aminooxy)-3-(tert-butoxy)-3-oxopropoxy)-2-((3R,4S)-1-(tert-butoxycarbonyl)-4-((tert-butyldimethylsilyl)oxy)pyrrolidin-3-yl)-1-methyl-2H-indazol